3-(5-(((3R*,4R*)-4-fluoropiperidin-3-yl)oxy)-1-oxoisoindolin-2-yl)piperidine-2,6-dione F[C@H]1[C@@H](CNCC1)OC=1C=C2CN(C(C2=CC1)=O)C1C(NC(CC1)=O)=O |o1:1,2|